NC=1C2=C(N=CN1)N(C=C2)[C@H]2[C@@](O)([C@H](O)[C@H](O2)CO)C 4-Amino-7-(2-C-methyl-β-D-arabinofuranosyl)-7H-pyrrolo[2,3-d]pyrimidine